fluorenyl-acetophenone C1(=CC=CC=2C3=CC=CC=C3CC12)CC(=O)C1=CC=CC=C1